IC1=C(C=C(C(=C1)C)C)C#CC1=C(N(C)C)C=CC=C1 2-((2-iodo-4,5-dimethylphenyl)ethynyl)-N,N-dimethylaniline